lithium di-tert-butoxide CC(C)(C)[O-].CC(C)(C)[O-].[Li+].[Li+]